Cl.Cl.NC1=CC=C(C=C1)C=1NC2=CC(=CC=C2C1)C(=O)N 2-(4-aminophenyl)-6-indolecarbamide Dihydrochloride